tert-Butyl 3-[(2-chloro-4-fluoro-benzoyl)amino]azetidine-1-carboxylate ClC1=C(C(=O)NC2CN(C2)C(=O)OC(C)(C)C)C=CC(=C1)F